(S)-2-amino-3-(1-((2-(trimethylsilyl)ethyl)sulfonyl)-1H-indazol-5-yl)acrylamide NC(C(=O)N)=CC=1C=C2C=NN(C2=CC1)S(=O)(=O)CC[Si](C)(C)C